Undecane-9-amine hydrochloride Cl.CCCCCCCCC(CC)N